2-amino-2-(2-(3-dodecylisoxazol-5-yl)ethyl)propane-1,3-diol NC(CO)(CO)CCC1=CC(=NO1)CCCCCCCCCCCC